benzyl (2,5-dichlorothiophen-3-yl)(difluoro)acetate ClC=1SC(=CC1C(C(=O)OCC1=CC=CC=C1)(F)F)Cl